C(=C)C1SCCC1 vinyl-thiolane